2-fluoro-6-methyl-4-{[5-(4-propylphenyl)thieno[3,2-b]thiophen-2-yl]ethynyl}phenyl isothiocyanate FC1=C(C(=CC(=C1)C#CC1=CC2=C(S1)C=C(S2)C2=CC=C(C=C2)CCC)C)N=C=S